1,3-dibromo-2-(bromomethyl)-5-fluorobenzene BrC1=C(C(=CC(=C1)F)Br)CBr